CC1=CC(=NC=C1C#N)N1N=C(C(=N1)C)CN1C[C@H](NCC1)C=1C(=C2COC(C2=CC1)=O)C (R)-4-methyl-6-(4-methyl-5-((3-(4-methyl-1-oxo-1,3-dihydroisobenzofuran-5-yl)piperazin-1-yl)methyl)-2H-1,2,3-triazol-2-yl)nicotinonitrile